(S)-(3-Methyl-azetidin-3-yl)-[3-(3-phenoxymethyl-[1,2,4]oxadiazol-5-yl)-phenyl]-(4-trifluoromethoxy-phenyl)-methanol CC1(CNC1)[C@](O)(C1=CC=C(C=C1)OC(F)(F)F)C1=CC(=CC=C1)C1=NC(=NO1)COC1=CC=CC=C1